tert-butyl 6-(5-(trifluoromethyl)pyrimidin-2-yl)-3,6-diazabicyclo[3.1.1]heptane-3-carboxylate FC(C=1C=NC(=NC1)N1C2CN(CC1C2)C(=O)OC(C)(C)C)(F)F